(S)-1-(7-chloro-8-(2-methoxyethoxy)-1-methyl-1,3-dihydro-2H-pyrrolo[3,4-c]quinolin-2-yl)-2-hydroxyethan-1-one ClC=1C(=CC=2C3=C(C=NC2C1)CN([C@H]3C)C(CO)=O)OCCOC